NCCCC1=C(C(=C(C=C1)C)CCCN)CCCN tris(aminopropane-yl)-methylbenzene